(S)-3-(3-chloro-4-((S)-tetrahydro-2H-pyran-2-yl)phenyl)-2-thia-6-azaspiro[3.4]octane 2,2-dioxide ClC=1C=C(C=CC1[C@H]1OCCCC1)[C@@H]1S(CC12CNCC2)(=O)=O